CC1NC2=CC=CC=C2C12C(=NCC2)C(F)(F)F 2-methyl-2'-(trifluoromethyl)-4',5'-dihydrospiro[indoline-3,3'-pyrrole]